C(CCCCCCCCCCCCCC)OC1CC(N(C(C1)(C)C)O)(C)C 4-pentadecyloxy-2,2,6,6-tetramethylpiperidin-1-ol